BrC=1C(=C(C(=C(C(=O)OC)C1)F)F)F Methyl 5-bromo-2,3,4-trifluorobenzoate